C(C)(=O)C1=C(SC(=C1)C)C acetyl-2,5-dimethylthiophene